NC1CCC(CC1)[N+]1=NOC(=C1)[N-]C(NC1=CC(=CC(=C1)C(F)(F)F)NC(CC1=CC=CC=C1)=O)=O (3-((1S,4S)-4-Aminocyclohexyl)-1,2,3-oxadiazol-3-ium-5-yl)((3-(2-phenylacetamido)-5-(trifluoromethyl)phenyl)carbamoyl)amide